OC1(CCC(CC1)NC(OC(C)(C)C)=O)COC tert-butyl [trans-4-hydroxy-4-(methoxymethyl)cyclohexyl]carbamate